CN(C1=NN=C(S1)C1=C(C=C(C=C1)N1N=CC(=N1)C)O)[C@H]1C[C@@]2(C=C[C@H](C1)N2)C 2-(5-(methyl((1R,3R,5S)-1-methyl-8-azabicyclo[3.2.1]oct-6-en-3-yl)amino)-1,3,4-thiadiazol-2-yl)-5-(4-methyl-2H-1,2,3-triazol-2-yl)phenol